((3-(dimethylamino)propyl)imino)bis-2-propanol CN(CCCN(CC(C)O)CC(C)O)C